N-ethyl-3-[(7-trifluoromethylquinolin-4-yl)amino]benzamide methyl-3-(2-acetyl-6-oxo-2,5-diazaspiro[3.4]octan-7-yl)-2-((tert-butoxycarbonyl)amino)propanoate COC(C(CC1C(NC2(CN(C2)C(C)=O)C1)=O)NC(=O)OC(C)(C)C)=O.C(C)NC(C1=CC(=CC=C1)NC1=CC=NC2=CC(=CC=C12)C(F)(F)F)=O